C1(=CC=CC=C1)C1=NC2=C(N1C#CC1=CC=CC=C1)C=CC=C2 2-Phenyl-1-(phenylethynyl)-1H-benzimidazole